methyl 2,3-difluoro-4-((1-methoxy-1-oxopropan-2-yl) amino)-5-nitrobenzoate FC1=C(C(=O)OC)C=C(C(=C1F)NC(C(=O)OC)C)[N+](=O)[O-]